FC=1C=CC2=C(C3=C(SC(=C3)Br)C3=C(C2)C=CC(=C3)N3CCCC3)C1 5-fluoro-2-bromo-11-(pyrrolidine-1-yl)-8H-dibenzo[3,4:6,7]cyclohepta[1,2-b]thiophene